5-(5-methylpyrazin-2-yl)-2-{3-[(3S)-3-(prop-2-yl)piperazin-1-yl]-1,2,4-triazin-6-yl}phenol CC=1N=CC(=NC1)C=1C=CC(=C(C1)O)C1=CN=C(N=N1)N1C[C@@H](NCC1)C(C)C